CC(C)(C#N)N=NC(C)(C)C#N α,α-Azobisisobutyronitrile